(1S)-2-amino-1-(3-fluorophenyl)ethan-1-ol Tert-butyl-((S)-2-((4-((((R)-2-aminopropyl)amino)methyl)pyridin-2-yl)amino)-1-((1r,4S)-4-methylcyclohexyl)-2-oxoethyl)carbamate C(C)(C)(C)N(C(=O)O[C@H](CN)C1=CC(=CC=C1)F)[C@H](C(=O)NC1=NC=CC(=C1)CNC[C@@H](C)N)C1CCC(CC1)C